FC=1C=C(C=NC1)C1=CC=C(C=C1)CO (4-(5-fluoropyridin-3-yl)phenyl)methanol